2-[bis(1,3-Benzodioxol-5-ylmethyl)amino]-ethanehydroxamic acid O1COC2=C1C=CC(=C2)CN(CC(=O)NO)CC2=CC1=C(OCO1)C=C2